sodium ethyl formylacetate C(=O)CC(=O)OCC.[Na]